(6R)-17-amino-12-[(2-tert-butylpyrimidin-5-yl)methyl]-6-hydroxy-6,15-bis(trifluoromethyl)-19-oxa-3,4,12,18-tetrazatricyclo[12.3.1.12,5]nonadeca-1(18),2,4,14,16-pentaen-13-one NC1=CC(=C2C(N(CCCCC[C@@](C3=NN=C(C1=N2)O3)(C(F)(F)F)O)CC=3C=NC(=NC3)C(C)(C)C)=O)C(F)(F)F